1-(4-((4-(4,4-difluoropiperidin-1-yl)phenyl)amino)benzyl)-4-fluoropyridin-2(1H)-one FC1(CCN(CC1)C1=CC=C(C=C1)NC1=CC=C(CN2C(C=C(C=C2)F)=O)C=C1)F